Ethyl 2-{[(8-amino-4,4-dimethyl-4,5-dihydro-1H-pyrazolo[4,3-H]quinazolin-3-yl) carbonyl] amino}-1,3-thiazole-4-carboxylate NC1=NC=2C3=C(C(CC2C=N1)(C)C)C(=NN3)C(=O)NC=3SC=C(N3)C(=O)OCC